C(#N)C[C@@H](C1=CC=CC=C1)C1=CC(=CC(=N1)C(=O)NC)C(=O)N[C@@H]1[C@H](C1)C |o1:3| 6-((S*)-2-cyano-1-phenylethyl)-N2-methyl-N4-((1S,2S)-2-methylcyclopropyl)pyridine-2,4-dicarboxamide